N-((7-(5-Amino-4-cyano-1-(1,1,1-trifluoropropan-2-yl)-1H-pyrazol-3-yl)-2-oxo-2,3-dihydrobenzo[d]oxazol-4-yl)methyl)-5-fluoro-2-methoxybenzamide NC1=C(C(=NN1C(C(F)(F)F)C)C1=CC=C(C=2NC(OC21)=O)CNC(C2=C(C=CC(=C2)F)OC)=O)C#N